C(C)N1C=2N(C3=CC=C(C=C3C1=O)S(=O)(=O)NC1(CC1)C)[C@@H](CN2)C(C)C (R)-4-ethyl-1-isopropyl-N-(1-methylcyclopropyl)-5-oxo-1,2,4,5-tetrahydroimidazo[1,2-a]quinazoline-7-sulfonamide